3-benzyl-3-(1-(4-fluorophenyl)-1H-indazol-5-yl)-1-(4-methoxybenzyl)pyrrolidin-2-one C(C1=CC=CC=C1)C1(C(N(CC1)CC1=CC=C(C=C1)OC)=O)C=1C=C2C=NN(C2=CC1)C1=CC=C(C=C1)F